((6-((4-chloro-7,9-difluoro-2-methyl-5H-pyrimido[5,4-b]indol-5-yl)methyl)pyridin-3-yl)methyl)phosphonic acid ClC1=NC(=NC2=C1N(C=1C=C(C=C(C21)F)F)CC2=CC=C(C=N2)CP(O)(O)=O)C